(S)-2-((3-chlorophenyl)sulfonylamino)-N-(cyanomethyl)-3-(6-(2-methylpyridin-4-yl)benzo[d]oxazol-2-yl)propanamide ClC=1C=C(C=CC1)S(=O)(=O)N[C@H](C(=O)NCC#N)CC=1OC2=C(N1)C=CC(=C2)C2=CC(=NC=C2)C